NC1=C(C(N(C(N1C)=O)C)=O)C(=O)C1=CC(=NC2=CC=CC=C12)C1=NC=CC=C1 6-amino-1,3-dimethyl-5-[[2-(2-pyridinyl)-4-quinolinyl]carbonyl]-2,4(1h,3h)-pyrimidinedione